IC(CF)=C 2-iodoallyl fluoride